[N+](=O)([O-])C1=CC=C(C=C1)N1N=C(C(=C1)C(=O)OCC)C(F)(F)F ethyl 1-(4-nitrophenyl)-3-(trifluoromethyl)-1H-pyrazole-4-carboxylate